4-(4-amino-6-(2-fluoro-4-methacrylamidophenyl)pyrazolo[5,1-f][1,2,4]triazin-5-yl)-2-methoxy-N-(1-(trifluoromethyl)cyclopropyl)benzamide NC1=NC=NN2C1=C(C(=N2)C2=C(C=C(C=C2)NC(C(=C)C)=O)F)C2=CC(=C(C(=O)NC1(CC1)C(F)(F)F)C=C2)OC